2-[[1-(4-chlorophenyl)-5-(3-methoxyphenyl)-1H-pyrazol-3-yl]methoxy]-2-methylpropanoic acid ClC1=CC=C(C=C1)N1N=C(C=C1C1=CC(=CC=C1)OC)COC(C(=O)O)(C)C